FC1=CC=C(C=C1)N1CC2=CC=CC(=C2C1=O)NC(OC1CN2CCC1CC2)=O Quinuclidin-3-yl (2-(4-fluorophenyl)-3-oxoisoindolin-4-yl)carbamate